(-)-5-(3,5-dimethoxyphenyl)dihydrofuran-2(3H)-one COC=1C=C(C=C(C1)OC)C1CCC(O1)=O